1-(3,5-dichloropyridin-4-yl)ethoxyl-N-(1-(3-hydroxycyclobutyl)-1H-pyrazol-4-yl)-1H-indazole-3-carboxamide ClC=1C=NC=C(C1C(ON1N=C(C2=CC=CC=C12)C(=O)NC=1C=NN(C1)C1CC(C1)O)C)Cl